COC(=O)C1=CC2=C(N(C(=N2)NC=2SC3=C(N2)C=CC(=C3)F)C)C=C1 2-(6-Fluoro-benzothiazol-2-ylamino)-1-methyl-1H-benzoimidazole-5-carboxylic acid methyl ester